sulphonyldiamine S(=O)(=O)(N)N